6-(2-ethoxyphenyl)-1-methyl-1,5-dihydro-4H-pyrazolo[3,4-d]pyrimidin-4-one C(C)OC1=C(C=CC=C1)C=1NC(C2=C(N1)N(N=C2)C)=O